4-((2S,5R)-4-acryloyl-2,5-dimethylpiperazin-1-yl)-6,7-dichloro-1-(2-isopropyl-4-(methylthio)pyridin-3-yl)pyrido[2,3-d]pyrimidin-2(1H)-one C(C=C)(=O)N1C[C@@H](N(C[C@H]1C)C=1C2=C(N(C(N1)=O)C=1C(=NC=CC1SC)C(C)C)N=C(C(=C2)Cl)Cl)C